O=C1C2=C(O[B-]3(O1)OC(C1=C(O3)C=CC=C1)=O)C=CC=C2 4,4'-dioxo-4H,4'H-2,2'-spirobi[benzo[d][1,3,2]dioxaborinin]-2-uide